N1(C=NC=C1)CCNC1=NC=2N(C(=N1)N)N=C(N2)C=2OC=CC2 N5-(2-(1H-imidazol-1-yl)ethyl)-2-(furan-2-yl)-[1,2,4]triazolo[1,5-a][1,3,5]triazine-5,7-diamine